1-hexadecanoyl-2-(7Z,10Z,13Z,16Z-docosatetraenoyl)-glycero-3-phospho-(1'-sn-glycerol) CCCCCCCCCCCCCCCC(=O)OC[C@H](COP(=O)(O)OC[C@H](CO)O)OC(=O)CCCCC/C=C\C/C=C\C/C=C\C/C=C\CCCCC